N(=[N+]=[N-])C1=CC=C(C=C1)\C=C/C=C\1/C(/C(/CC(C1)O)=C/C=C\C1=CC=C(C=C1)C)=O (2E,6E)-2-[(Z)-3-(4-azidophenyl)prop-2-enylidene]-4-hydroxy-6-[(Z)-3-(4-methylphenyl)prop-2-enylidene]cyclohexan-1-one